CC=1NC(=C(C1C(C)=O)C=1C=C(C=CC1)C)C1=NC2=C(N1)C=CC(=C2)N2CCN(CC2)C 1-(2-methyl-5-(5-(4-methylpiperazin-1-yl)-1H-benzo[d]imidazol-2-yl)-4-(m-tolyl)-1H-pyrrol-3-yl)ethan-1-one